C(C)(C)(C)OC(=O)N[C@H](C(=O)OCC)CCC(CC(=O)OCC)=O diethyl (S)-2-((tert-butoxycarbonyl)amino)-5-oxoheptanedioate